FC(OC=1C=C(N)C=CC1OC(F)(F)F)(F)F 3,4-bis(trifluoromethoxy)aniline